BrCCOC=1C=C(C(=NC1)C1CCCCC1)C(F)(F)F 5-(2-bromoethoxy)-2-cyclohexyl-3-(trifluoromethyl)pyridine